4-(1-(Cyclopropylsulfonyl)-1H-pyrazol-4-yl)-2-(5-phenyl-1H-imidazol-2-yl)pyridine trifluoroacetate salt FC(C(=O)O)(F)F.C1(CC1)S(=O)(=O)N1N=CC(=C1)C1=CC(=NC=C1)C=1NC(=CN1)C1=CC=CC=C1